ClC(C1=NC(=NO1)C1=CC=C(CP(NCC)(=O)C)C=C1)(F)F P-(4-(5-(chlorodifluoromethyl)-1,2,4-oxadiazol-3-yl)benzyl)-N-ethyl-P-methylphosphinic amide